decyl-oxirane C(CCCCCCCCC)C1OC1